Cl.C(C)OC(CC1C2CNCC1C2)=O 2-(3-azabicyclo[3.1.1]heptan-6-yl)acetic acid ethyl ester hydrochloride